2-Ethylsulfanyl-N-[(3-fluorophenyl)-methyl]-6-(2-methoxy-ethylamino)-4-methyl-pyridine-3-carboxylic acid amide C(C)SC1=NC(=CC(=C1C(=O)NCC1=CC(=CC=C1)F)C)NCCOC